NC1=CC=C2C=CN(C(C2=C1)=O)CC1=C(C=C(C=C1)OC)OC 7-amino-2-(2,4-dimethoxybenzyl)isoquinolin-1(2H)-one